The molecule is a monounsaturated fatty acid anion that is the conjugate base of (10Z)-heptadecenoic acid, obtained by deprotonation of the carboxy group; major species at pH 7.3. It has a role as a plant metabolite. It is a conjugate base of a (10Z)-heptadecenoic acid. CCCCCC/C=C\\CCCCCCCCC(=O)[O-]